ClC=1C(=CC(=NC1)CC)C1=CC(=NN1)C(=O)N1CCC(CC1)C(=O)NCC1=CC(=CC=C1)Cl [5-(5-chloro-2-ethylpyridin-4-yl)-1H-pyrazole-3-carbonyl]-N-[(3-chlorophenyl)methyl]piperidine-4-carboxamide